C1(CCCC1)C1CCCCCC1 cyclopentylcycloheptane